[Na].COC1=CC2=C(NC(=N2)S(=O)CC2=NC=C(C(=C2C)OC)C)C=C1 5-methoxy-2-{[(4-methoxy-3,5-dimethyl-2-pyridyl)-methyl]-sulfinyl}-1H-benzimidazole sodium salt